NC1(CC2=CC(=CC=C2CC1)OC1=CC(=CC=C1)C1=NC=CC=C1)C(=O)O 2-amino-7-(3-(pyridin-2-yl)phenoxy)-1,2,3,4-tetrahydronaphthalene-2-carboxylic acid